COCOC1=C(C=CC=C1)C=1N=NC2=CC=C(C=C2C1)C=1N=NN(C1)[C@H](C(=O)OC(C)(C)C)C(C)C tert-butyl (S)-2-(4-(3-(2-(methoxymethoxy)phenyl)cinnolin-6-yl)-1H-1,2,3-triazol-1-yl)-3-methylbutanoate